FC(C=1C(=C(C=CC1)[C@@H](C)NC(=O)C1=C2C(=NC(=C1)C1(CCS(CC1)(=O)=O)C)C=CN2)F)F N-[(1R)-1-[3-(difluoromethyl)-2-fluoro-phenyl]ethyl]-5-(4-methyl-1,1-dioxo-thiane-4-yl)-1H-pyrrolo[3,2-b]pyridine-7-carboxamide